2,3,6-Trifluoro-5-(5-(4-(methylsulfonyl)piperazin-1-yl)-2H-pyrazolo[3,4-c]pyridine-2-yl)phenol FC1=C(C(=C(C=C1F)N1N=C2C=NC(=CC2=C1)N1CCN(CC1)S(=O)(=O)C)F)O